C(CCCCCCCCCCC)P(OCCCCCCCC)(OCCCCCCCC)([O-])CCCCCCCCCCCC.C(CCCCCCCCCCC)P(OCCCCCCCC)(OCCCCCCCC)([O-])CCCCCCCCCCCC tetraoctyl bis[di(dodecyl) phosphite]